4-(3-Chloroanilino)-2'-[(2R)-3-{[(5R,7R)-5,7-dimethyl-5,6,7,8-tetrahydroquinolin-4-yl]oxy}-2-methylpropyl]-2',3'-dihydrospiro[cyclohexane-1,1'-indene]-4-carboxylic acid ClC=1C=C(NC2(CCC3(C(CC4=CC=CC=C34)C[C@H](COC3=CC=NC=4C[C@@H](C[C@H](C34)C)C)C)CC2)C(=O)O)C=CC1